C1(CC1)C1=NC=NC(=C1C1=NC(=C2NC=NC2=N1)NCC1=CC=C(C=C1)C=1N(C=C(N1)C(F)(F)F)C(C([2H])([2H])[2H])(C([2H])([2H])[2H])[2H])OC 2-(4-cyclopropyl-6-methoxypyrimidin-5-yl)-N-(4-(1-(propan-2-yl-d7)-4-(trifluoromethyl)-1H-imidazol-2-yl)benzyl)-7H-purin-6-amine